[C].C[SiH2]Cl methyl-chlorosilane carbon